2-Bromophenylalanine BrC1=C(C[C@H](N)C(=O)O)C=CC=C1